CC1OCOCC1 4-Methyl-1,3-dioxane